N-(2-(3-fluorophenyl)-4-methyl-3,4-dihydro-2H-benzo[b][1,4]oxazin-6-yl)acrylamide FC=1C=C(C=CC1)C1CN(C2=C(O1)C=CC(=C2)NC(C=C)=O)C